3-(1-(2-cyanoethyl)-3-(isoquinolin-4-yl)-2,4-dioxo-1,2,3,4-tetrahydrothieno[3,2-d]pyrimidin-6-yl)-5-methoxypicolinonitrile C(#N)CCN1C(N(C(C2=C1C=C(S2)C=2C(=NC=C(C2)OC)C#N)=O)C2=CN=CC1=CC=CC=C21)=O